2-(3-hydroxypropyl)-5-methyl-pyridin-3-ol OCCCC1=NC=C(C=C1O)C